3-fluoro-5-(((1R,2aS)-1,3,3,4,4-pentafluoro-2a-hydroxy-2,2a,3,4-tetrahydro-1H-cyclopenta[cd]inden-7-yl)oxy)benzonitrile FC=1C=C(C#N)C=C(C1)OC1=CC=C2C=3[C@@](C[C@H](C13)F)(C(C2(F)F)(F)F)O